1,1'-di(n-heptyl)-4,4'-bipyridinium difluoroborate B([O-])(F)F.C(CCCCCC)[N+]1=CC=C(C=C1)C1=CC=[N+](C=C1)CCCCCCC.B([O-])(F)F